tert-butyl (S)-3-((8-fluoroquinolin-5-yl)(methyl)amino)pyrrolidine-1-carboxylate FC=1C=CC(=C2C=CC=NC12)N([C@@H]1CN(CC1)C(=O)OC(C)(C)C)C